COC(=O)C1CCC(CC1)NCC=1C(=NC(=CC1)C1=C(C(=CC=C1)Br)Cl)OC (1r,4r)-4-(((6-(3-bromo-2-chlorophenyl)-2-methoxypyridin-3-yl)methyl)amino)cyclohexane-1-carboxylic acid methyl ester